4,4,5,5-tetramethyl-2-(3-(vinylsulfonyl)phenyl)-1,3,2-dioxaborolane CC1(OB(OC1(C)C)C1=CC(=CC=C1)S(=O)(=O)C=C)C